N1C(=NC=C1)CN1CCN(C2=C(C1)C=C(C=C2)C2=CC=CC(=N2)[C@@H](CO)O)C2=CC=C(C=C2)C(F)(F)F (S)-1-(6-(4-((1H-imidazol-2-yl)methyl)-1-(4-(trifluoromethyl)phenyl)-2,3,4,5-tetrahydro-1H-benzo[e][1,4]diazepin-7-yl)pyridin-2-yl)ethane-1,2-diol